chloro-6-(6-(trifluoromethyl)pyridin-2-yl)-N-(2-(trifluoromethyl)pyridin-4-yl)-1,3,5-triazin-2-amine ClC1=NC(=NC(=N1)C1=NC(=CC=C1)C(F)(F)F)NC1=CC(=NC=C1)C(F)(F)F